6-{[(2,4-dimethoxyphenyl)methyl]amino}isoquinoline-8-carbonitrile COC1=C(C=CC(=C1)OC)CNC=1C=C2C=CN=CC2=C(C1)C#N